4-(4-methylchroman-4-yl)-1H-imidazol CC1(CCOC2=CC=CC=C12)C=1N=CNC1